NC1=C(C=C(C=C1)[C@@](C(=O)OC(C)C)(CC(C)(C)C)NC(=O)OCC1=CC=CC=C1)F isopropyl (R)-2-(4-amino-3-fluorophenyl)-2-(((benzyloxy)carbonyl)amino)-4,4-dimethylpentanoate